1-(4-bromophenoxy)-3-((3-cyclopropylprop-2-yn-1-yl)oxy)propan-2-yl methanesulfonate CS(=O)(=O)OC(COC1=CC=C(C=C1)Br)COCC#CC1CC1